4-[(2-{4-[5-chloro-2-(4,5-dihydro-1,2-oxazol-3-yl)phenyl]-5-methoxy-2-oxopyridin-1(2H)-yl}-3-[(2S)-tetrahydro-2H-pyran-2-yl]propionyl)amino]benzoic acid ClC=1C=CC(=C(C1)C1=CC(N(C=C1OC)C(C(=O)NC1=CC=C(C(=O)O)C=C1)C[C@H]1OCCCC1)=O)C1=NOCC1